2-bromo-5,6-dihydro-4h-benzothiazol-7-one BrC=1SC2=C(N1)CCCC2=O